4-chloro-6-(2,6-difluoro-phenylamino)-2-methylsulfonyl-pyrimidine-5-carbaldehyde ClC1=NC(=NC(=C1C=O)NC1=C(C=CC=C1F)F)S(=O)(=O)C